2-[2-[2-[2-[2-[5-[[5-chloro-4-[2-(methanesulfonamido)-4-methoxy-anilino]pyrimidin-2-yl]amino]-2-methoxy-4-methyl-phenoxy]ethoxy]ethoxy]ethoxy]ethoxy]acetic acid ClC=1C(=NC(=NC1)NC=1C(=CC(=C(OCCOCCOCCOCCOCC(=O)O)C1)OC)C)NC1=C(C=C(C=C1)OC)NS(=O)(=O)C